2,5-dimethylpyrazinium trifluoroacetate FC(C(=O)[O-])(F)F.CC1=[NH+]C=C(N=C1)C